CCCCCCCC/C=C\CCCCCCCC(=O)OC[C@H](COP(=O)(O)OC[C@@H](C(=O)O)N)OC(=O)CCCC/C=C\C/C=C\C/C=C\CCCCC 1-(9Z-octadecenoyl)-2-(6Z,9Z,12Z-octadecatrienoyl)-glycero-3-phosphoserine